N-(6-((2S,6R)-2,6-dimethylmorpholinyl)-1-phenyl-1H-pyrazolo[3,4-d]pyrimidin-4-yl)-5-nitrothiophene-2-carboxamide C[C@H]1CN(C[C@H](O1)C)C1=NC(=C2C(=N1)N(N=C2)C2=CC=CC=C2)NC(=O)C=2SC(=CC2)[N+](=O)[O-]